1-[4-(1,1-dioxido-4-oxo-1,2,5-thiadiazolidin-2-yl)-3-fluoro-5-hydroxyphenyl]-3-(1-methylpiperidin-4-yl)urea O=S1(N(CC(N1)=O)C1=C(C=C(C=C1O)NC(=O)NC1CCN(CC1)C)F)=O